5'-bromo-2,2-bis(4-fluorophenyl)spiro[cyclopropane-1,3'-indole] BrC=1C=C2C3(C=NC2=CC1)C(C3)(C3=CC=C(C=C3)F)C3=CC=C(C=C3)F